1-(3,4-dichlorophenyl)-6-((2,6-dimethylpyrimidin-4-yl)amino)-1,2-dihydro-3H-pyrazolo[4,3-c]pyridin-3-one ClC=1C=C(C=CC1Cl)N1NC(C=2C=NC(=CC21)NC2=NC(=NC(=C2)C)C)=O